OC1=CC(=NN1C1=CC=C(C=C1)S(=O)(=O)N(C)C)C 4-(5-Hydroxy-3-methyl-pyrazol-1-yl)-N,N-dimethyl-benzene-sulfonamide